C(C1=CC=CC=C1)OC1=C(C(N(N=C1C)C)=O)C1=C(C(=CC=C1F)Cl)\C=C\C=1C=C2C=CNC2=CC1 5-Benzyloxy-4-[3-chloro-6-fluoro-2-[(E)-2-(1H-indol-5-yl)vinyl]phenyl]-2,6-dimethyl-pyridazin-3-one